C1(=CC=CC=C1)C1=CC(=NC=2N1N=C(C2)C(=O)O)C2=NC=CC=C2 7-Phenyl-5-(pyridin-2-yl)pyrazolo[1,5-a]pyrimidine-2-carboxylic acid